CO\C(=C/1\C(NC2=CC(=CC=C12)C(=O)OC)=O)\C1=CC=CC=C1 Methyl (3E)-3-(Methoxy (phenyl) methylene)-2-oxoindoline-6-carboxylate